7-((2-amino-1H-imidazol-1-yl)methyl)-5-bromo-2-(3-(difluoromethoxy)benzyl)isoquinolin-1(2H)-one NC=1N(C=CN1)CC1=CC(=C2C=CN(C(C2=C1)=O)CC1=CC(=CC=C1)OC(F)F)Br